C(=C\\NC(=O)N)\\C(=O)O The molecule is the (Z)-3-ureido derivative of acrylic acid. It derives from an acrylic acid. It is a conjugate acid of a ureidoacrylate.